ClC1=CC=C(C=C1)C=1C=C(C(N(N1)C=1C=NOC1)=O)C(=O)NCC(C)(C)O 6-(4-Chlorophenyl)-N-(2-hydroxy-2-methylpropyl)-2-(1,2-oxazol-4-yl)-3-oxo-2,3-dihydropyridazine-4-carboxamide